Cl.C(C)OC(CC=NOCC)=O 3-(ethoxyimino)propionic acid ethyl ester hydrochloride